ClC=1C(=C(C=CC1Cl)\N=C\1/N=CN(C2=CC3=C(C=C12)C(CO3)CNC(C=C)=O)[C@@H]3COCC3)F N-(((Z)-4-((3,4-dichloro-2-fluorophenyl)imino)-1-((S)-tetrahydrofuran-3-yl)-1,4,6,7-tetrahydrofuro[3,2-g]quinazolin-6-yl)methyl)acrylamide